N-[2-amino-5-(2-cyclopropylethynyl)phenyl]-4-(methylsulfonimidoyl)benzamide NC1=C(C=C(C=C1)C#CC1CC1)NC(C1=CC=C(C=C1)S(=O)(=N)C)=O